acetyl-4-cyano-N-(5-phenylthiazol-2-yl)piperazine-2-carboxamide Pertechnetate [Tc](=O)(=O)(=O)O.C(C)(=O)N1C(CN(CC1)C#N)C(=O)NC=1SC(=CN1)C1=CC=CC=C1